2,3-dimethylbutane-1,4-diamine CC(CN)C(CN)C